N-{[2-(cyclopropylmethoxy)-6-fluorophenyl]methyl}-5-{2-acetamidoimidazo[1,2-b]pyridazin-6-yl}-2-methylpyridine-3-carboxamide C1(CC1)COC1=C(C(=CC=C1)F)CNC(=O)C=1C(=NC=C(C1)C=1C=CC=2N(N1)C=C(N2)NC(C)=O)C